(trifluoromethyl)quinazoline-2,4(1H,3H)-dione FC(F)(F)N1C(NC(C2=CC=CC=C12)=O)=O